O=C1NC(CCC1N1CC2=CC(=C(C=C2C1=O)C#N)OC)=O 2-(2,6-dioxopiperidin-3-yl)-6-methoxy-3-oxoisoindoline-5-carbonitrile